ClC1=CC=C(C=C1)C=1CC2(CCC2)CCC1CN1CCN(CC1)CCCSC1=C2C(N(C(=NC2=CC=C1)C)C1C(NC(CC1)=O)=O)=O 3-(5-((3-(4-((6-(4-chlorophenyl)spiro[3.5]non-6-en-7-yl)methyl)piperazin-1-yl)propyl)thio)-2-methyl-4-oxoquinazolin-3(4H)-yl)piperidine-2,6-dione